COC12CC(C1)(C2)C(=O)NC2=CC(=C(C=C2)OC=2C=NC(=NC2)N2CCOCC2)C 3-methoxy-N-(3-methyl-4-((2-morpholinopyrimidin-5-yl)oxy)phenyl)bicyclo[1.1.1]pentane-1-carboxamide